OCCN(C(CCC)(NCCO)C(C)C)O N-hydroxyethyl-N-hydroxyisopropyl-N'-hydroxyethyl-butanediamine